perfluoromethanesulfonic acid sodium salt [Na+].FC(S(=O)(=O)[O-])(F)F